tert-butyl (R)-4-(1-((6-fluoro-2-methyl-2H-indazol-5-yl)carbamoyl)-2,3-dihydro-1H-pyrrolo[2,3-b]pyridin-4-yl)-2-(hydroxymethyl)piperazine-1-carboxylate FC=1C(=CC2=CN(N=C2C1)C)NC(=O)N1CCC=2C1=NC=CC2N2C[C@@H](N(CC2)C(=O)OC(C)(C)C)CO